ClC1=CC=C(C=C1)CCCC[N+](CCCCCCC)(CC)CC 4-(4-chlorophenyl)butyl-diethyl-heptylazanium